diethyl 2-(4-(4-(tert-butoxycarbonyl) piperazin-1-yl)-3,5-difluorophenyl)-4-hydroxy-4-methyl-6-oxocyclohexane-1,3-dicarboxylate C(C)(C)(C)OC(=O)N1CCN(CC1)C1=C(C=C(C=C1F)C1C(C(CC(C1C(=O)OCC)(C)O)=O)C(=O)OCC)F